C(C(C(=O)O)N)SCC(C(=O)O)N The molecule is an alanine derivative in which two alanine residues are linked on their beta-carbons by a thioether linkage. It has a role as a bacterial metabolite. It is an alanine derivative, an organic sulfide and a non-proteinogenic alpha-amino acid.